amino-6-chloro-4-cyclopropylpyridinium N[N+]1=CC=C(C=C1Cl)C1CC1